2-(3-(acrylamidomethyl)-1-(4-(trifluoromethyl)phenyl)-1,2,3,4-tetrahydroquinolin-5-yl)acetic acid C(C=C)(=O)NCC1CN(C2=CC=CC(=C2C1)CC(=O)O)C1=CC=C(C=C1)C(F)(F)F